2-methoxy-5-β-D-glucopyranosyl-xanthone COC1=CC=2C(C3=CC=CC(=C3OC2C=C1)[C@H]1[C@H](O)[C@@H](O)[C@H](O)[C@H](O1)CO)=O